C(C)(C)(C)OC(=O)N1N=C(C=2C1=CN=C(C2)C2=C(C=C(C=C2)NC(CCl)=O)C)C=2C=NN(C2)C 5-(4-(2-chloroacetamido)-2-methylphenyl)-3-(1-methyl-1H-pyrazol-4-yl)-1H-pyrazolo[3,4-c]Pyridine-1-carboxylic acid tert-butyl ester